C(C1=CC=CC=C1)OC[C@H](C)N1CCC(CC1)CC1CN(C1)C(=O)OC(C)(C)C tert-butyl 3-[[1-[(1S)-2-benzyloxy-1-methyl-ethyl]-4-piperidyl]methyl]azetidine-1-carboxylate